5-((1-(1-((1-Methylazetidin-3-yl)methyl)-1H-pyrazol-4-yl)-1H-indazol-6-yl)oxy)-5,6,7,8-tetrahydronaphthalene-2-carbonitrile CN1CC(C1)CN1N=CC(=C1)N1N=CC2=CC=C(C=C12)OC1C=2C=CC(=CC2CCC1)C#N